(1S,3S)-N1-(6-Cyclopropyl-1,2,4-triazin-3-yl)-N1-(5-(2-fluoro-6-methoxyphenyl)pyridin-2-yl)cyclopentane-1,3-diamine C1(CC1)C1=CN=C(N=N1)N([C@@H]1C[C@H](CC1)N)C1=NC=C(C=C1)C1=C(C=CC=C1OC)F